(2-ethylpyridin-3-yl)boronic acid C(C)C1=NC=CC=C1B(O)O